5-(4-nitrophenyl)tetrazole [N+](=O)([O-])C1=CC=C(C=C1)C1=NN=NN1